4'-chloro-3-(pyridin-3-yl)-1',2'-dihydrospiro[cyclopentane-1,3'-pyrrolo[2,3-b]pyridin] ClC1=C2C(=NC=C1)NCC21CC(CC1)C=1C=NC=CC1